N-(3,3,3-Trifluoro-propyl)carbamic acid 7-[4-(4-benzo[b]thiophen-4-ylpiperazin-1-yl)butoxy]-4,4-dimethyl-2-oxo-3,4-dihydro-2H-quinolin-1-ylmethyl ester S1C2=C(C=C1)C(=CC=C2)N2CCN(CC2)CCCCOC2=CC=C1C(CC(N(C1=C2)COC(NCCC(F)(F)F)=O)=O)(C)C